Methyl 6-(bromomethyl)-4-(2-chloro-3,4-difluorophenyl)-2-(thiazol-2-yl)-1,4-dihydropyrimidine-5-carboxylate BrCC1=C(C(N=C(N1)C=1SC=CN1)C1=C(C(=C(C=C1)F)F)Cl)C(=O)OC